C(C1=CC=CC=C1)OC1=NC(=CC=C1C1=NN(C2=C(C(=CC=C12)NC(OC(C)(C)C)=O)OC)C)OCC1=CC=CC=C1 tert-butyl N-[3-(2,6-dibenzyloxy-3-pyridyl)-7-methoxy-1-methyl-indazol-6-yl]carbamate